6-AMINO-4-[[3-CHLORO-4-(PYRIDIN-2-YLMETHOXY)PHENYL]AMINO]-7-ETHOXYLQUINOLINE-3-CARBONITRILE NC=1C=C2C(=C(C=NC2=CC1OCC)C#N)NC1=CC(=C(C=C1)OCC1=NC=CC=C1)Cl